tert-butyl (E)-3-(7-azidoquinolin-3-yl)acrylate N(=[N+]=[N-])C1=CC=C2C=C(C=NC2=C1)/C=C/C(=O)OC(C)(C)C